trans-4-((4-(2-Isopropyloxazol-4-yl)pyridine-2-yl)((trans-4-(5-methoxy-6-methylpyridin-2-yl)cyclohexyl)methyl)carbamoyl)cyclohexyl 3-hydroxyazetidine-1-carboxylate OC1CN(C1)C(=O)O[C@@H]1CC[C@H](CC1)C(N(C[C@@H]1CC[C@H](CC1)C1=NC(=C(C=C1)OC)C)C1=NC=CC(=C1)C=1N=C(OC1)C(C)C)=O